5-chloro-1'-{2-[7-fluoro-1-(3-hydroxy-3-methylcyclobutyl)-1H-indazol-5-yloxy]ethyl}spiro[indoline-3,4'-piperidin]-2-one ClC=1C=C2C(=CC1)NC(C21CCN(CC1)CCOC=1C=C2C=NN(C2=C(C1)F)C1CC(C1)(C)O)=O